C1(CCC(CC1)C(C)C)(C)OC(C=C)=O acrylic acid-1-menthyl ester